ClC1=NC(=CC(=C1)NC1CCC(CC1)(F)F)N1CCOCC1 2-chloro-N-(4,4-difluorocyclohexyl)-6-morpholinopyridin-4-amine